2-((2-fluoro-4-(trifluoromethyl)phenyl)carbamoyl)-6-(2-formyl-4-(trifluoromethyl)phenyl)cyclohexane-1-carboxylic acid FC1=C(C=CC(=C1)C(F)(F)F)NC(=O)C1C(C(CCC1)C1=C(C=C(C=C1)C(F)(F)F)C=O)C(=O)O